CN(C1(CCC1)CN)C 1-(dimethylamino)cyclobutanemethylamine